L-1,6-dibromohexane BrCCCCCCBr